1-(5-(4-Chlorophenyl)pyrimidin-2-yl)-5,7-difluoro-1H-indazol-6-ol ClC1=CC=C(C=C1)C=1C=NC(=NC1)N1N=CC2=CC(=C(C(=C12)F)O)F